C(C)OC1=CC=2N(C=C1C(=O)NC1=CC=C(N=N1)C=1CCN(CC1)C(=O)OC(C)(C)C)C=C(N2)C tert-butyl 4-(6-(7-ethoxy-2-methylimidazo[1,2-a]pyridine-6-carboxamido)pyridazin-3-yl)-3,6-dihydropyridine-1(2H)-carboxylate